NC1=NC2=CC=C(C=C2C=N1)C=1C(=C(C=CC1F)NS(=O)(=O)C=1C=NC=CC1)F N-(3-(2-aminoquinazolin-6-yl)-2,4-difluorophenyl)pyridine-3-sulfonamide